COC1=C(C=C(C#N)C=C1)C1=NN(C(=C1)C(F)(F)F)C 4-methoxy-3-[1-methyl-5-(trifluoromethyl)pyrazol-3-yl]benzonitrile